N-(3-(((8-isopropyl-2-((tetrahydro-2H-pyran-4-yl)amino)pyrazolo[1,5-a][1,3,5]triazin-4-yl)amino)methyl)phenyl)azetidine-2-carboxamide C(C)(C)C=1C=NN2C1N=C(N=C2NCC=2C=C(C=CC2)NC(=O)C2NCC2)NC2CCOCC2